N=1N2C(=C(C1)COC=1C=NC=CC1CN)CCC2 1-(3-[4H,5H,6H-pyrrolo[1,2-b]pyrazol-3-ylmethoxy]pyridin-4-yl)methanamine